OC1(CCOCC1)CC(=O)N(C)CC(C)C 2-(4-hydroxytetrahydro-2H-pyran-4-yl)-N-isobutyl-N-methylacetamide